2',3'-dichloro-4-ethoxymethoxybenzanilide ClC1=C(NC(C2=CC=C(C=C2)OCOCC)=O)C=CC=C1Cl